1-(5-(3-fluoro-5-(trifluoromethyl)benzyl)pyridin-3-yl)-3-methyl-1,5,6,7-tetrahydro-4H-pyrazolo[4,3-c]pyridin-4-one FC=1C=C(CC=2C=C(C=NC2)N2N=C(C=3C(NCCC32)=O)C)C=C(C1)C(F)(F)F